C(C)OC(C(F)(F)C1=CC(=CC(=C1)C(F)(F)F)C(F)(F)F)=O.C(C)NC(=O)C1=NOC(=C1C1=CC=C(C=C1)CN1CCOCC1)C=1C=C(C(=CC1O)O)C1=CC(=CC=C1)F N-Ethyl-5-(3'-fluoro-4,6-dihydroxy-[1,1'-biphenyl]-3-yl)-4-(4-(morpholinomethyl)phenyl)isoxazole-3-carboxamide ethyl-2-(3,5-bis(trifluoromethyl)phenyl)-2,2-difluoroacetate